C(OC1=NC=C(C(=C1)OC(F)F)Cl)(OC(C)(C)C)=O (5-chloro-4-(difluoromethoxy) pyridin-2-yl) tert-butyl carbonate